ClC=1C(=C(C(=CC1)N1N=NN=C1)C=1C=CC(=[N+](C1)[O-])[C@H](CC1C(C1)(F)F)N1N=CC(=C1)C=1N=NN(C1)C(F)F)F |o1:19| 5-(3-Chloro-2-fluoro-6-(1H-tetrazol-1-yl)phenyl)-2-((1S*)-2-(2,2-difluorocyclopropyl)-1-(4-(1-(difluoromethyl)-1H-1,2,3-triazol-4-yl)-1H-pyrazol-1-yl)ethyl)pyridine 1-oxide